7-(5-amino-6-(1-ethyl-1H-pyrazol-4-yloxy)pyrazin-2-yl)-N,2-dimethyl-1,2,3,4-tetrahydroisoquinolin-5-amine NC=1N=CC(=NC1OC=1C=NN(C1)CC)C=1C=C(C=2CCN(CC2C1)C)NC